2-(2-hydroxy-2-methylpropyl)-2,8-diazaspiro[4.5]decane-8-carboxylic acid tert-butyl ester C(C)(C)(C)OC(=O)N1CCC2(CCN(C2)CC(C)(C)O)CC1